1-(4-fluorophenyl)Piperazine FC1=CC=C(C=C1)N1CCNCC1